BrC=1C(=NN(C1C=1C=NC(=CC1)F)C1=C(C=CC=C1)F)OCC(=O)OCC Ethyl {[4-bromo-1-(2-fluorophenyl)-5-(6-fluoropyridin-3-yl)-1H-pyrazol-3-yl]oxy}acetate